N1(C=NC=C1)CCCC(=O)O 4-(1-imidazolyl)butyric acid